BrC=1C=C(C(=NC1)N1CC(C1)NC(C)C)[N+](=O)[O-] 1-(5-Bromo-3-nitropyridin-2-yl)-N-isopropylazetidin-3-amine